N-(4-((trimethylsilyl)ethynyl)benzyl)ethylamine C[Si](C)(C)C#CC1=CC=C(CNCC)C=C1